C1C(CCCCCCCCCCCCCCCCCCCCCCCCCCC)O1 1,2-epoxynonacosane